2-ethyl-5,8-difluoro-3-((6-fluoro-5-(trifluoromethyl)pyridin-2-yl)methyl)naphthalene-1,4-dione C(C)C=1C(C2=C(C=CC(=C2C(C1CC1=NC(=C(C=C1)C(F)(F)F)F)=O)F)F)=O